N-[8-fluoro-2-methylimidazo[1,2-a]pyridin-6-yl]-3-methoxy-5-(piperidin-4-yl)thiophene-2-carboxamide FC=1C=2N(C=C(C1)NC(=O)C=1SC(=CC1OC)C1CCNCC1)C=C(N2)C